chloro-tin Cl[Sn]